C(C)N(S(=O)(=O)C1=CC=C(C=C1)S(=O)(=O)N1C[C@@H](CCC1)C(=O)NC1CCOCC1)CC (R)-1-((4-(N,N-Diethylsulfamoyl)phenyl)sulfonyl)-N-(tetrahydro-2H-pyran-4-yl)piperidine-3-carboxamide